C(C1=CC=CC=C1)(=O)O.IC=1C=C(C(=O)OC)C=CC1S(=O)(=O)CC1=NN(C=C1)C1=CC=C(C=C1)[N+](=O)[O-] methyl 3-iodo-4-(((1-(4-nitrophenyl)-1H-pyrazol-3-yl)methyl)sulfonyl)benzoate benzoate